(E)-4-(2-((3-(6-aminopyridin-3-yl)acrylamido)methyl)-7-(trifluoromethyl)benzofuran-5-yl)benzoic acid NC1=CC=C(C=N1)/C=C/C(=O)NCC=1OC2=C(C1)C=C(C=C2C(F)(F)F)C2=CC=C(C(=O)O)C=C2